C(C)(C)(C)OC(=O)N1[C@@H]([C@@H](C1)NS(=O)(=O)C)C (2R,3R)-2-methyl-3-(methylsulfonamido)azetidine-1-carboxylic acid tert-butyl ester